5-chloro-1'-{2-[7-fluoro-2-(3-hydroxy-3-methylcyclobutyl)-1-methyl-1H-1,3-benzimidazol-5-yloxy]ethyl}spiro[indoline-3,4'-piperidin]-2-one ClC=1C=C2C(=CC1)NC(C21CCN(CC1)CCOC1=CC2=C(N(C(=N2)C2CC(C2)(C)O)C)C(=C1)F)=O